7-DIETHYLAMINO-4-METHYLCOUMARINE C(C)N(C1=CC=C2C(=CC(OC2=C1)=O)C)CC